(2R,3R,4S,5R,6S)-2-(acetoxymethyl)-6-((phenylethynyl)thio)tetrahydro-2H-pyran (S)-(6-(3-fluorophenyl)-3-methyl-5-oxo-5H-thiazolo[3,2-a]pyridin-7-yl)ethyl-methanesulfonate FC=1C=C(C=CC1)C1=C(C=C2N(C1=O)C(=CS2)C)CCCS(=O)(=O)O.C(C)(=O)OC[C@@H]2O[C@H](CCC2)SC#CC2=CC=CC=C2